C(CCC(=O)O)C(=O)O 1,3-propanedicarboxylic acid